isopropenyl-anthracene C(=C)(C)C1=CC=CC2=CC3=CC=CC=C3C=C12